C1(CC1)N1C=NC(=C1)C=1C=C(C=CC1NC1=NC=CC(=C1)C(F)(F)F)S(=O)(=O)NC 3-(1-Cyclopropylimidazol-4-yl)-N-methyl-4-[[4-(trifluoromethyl)-2-pyridyl]amino]benzenesulfonamide